(2S,4R)-N-[(3R,5R)-5-tert-butyl-2-oxo-pyrrolidin-3-yl]-1-[(2S)-2-(4-cyclopropyltriazol-1-yl)-3,3-dimethyl-butanoyl]-4-hydroxy-pyrrolidine-2-carboxamide C(C)(C)(C)[C@H]1C[C@H](C(N1)=O)NC(=O)[C@H]1N(C[C@@H](C1)O)C([C@H](C(C)(C)C)N1N=NC(=C1)C1CC1)=O